Ethyl (E)-3-((7-bromo-3-butyl-3-ethyl-1,1-dioxido-5-phenyl-2,3,4,5-tetrahydro-1,5-benzothiazepin-8-yl)oxy)acrylate BrC=1C(=CC2=C(N(CC(CS2(=O)=O)(CC)CCCC)C2=CC=CC=C2)C1)O/C=C/C(=O)OCC